NC1=NC2=C(C=3N1N=C(N3)C=3OC=CC3)C=NN2C(C(=O)NCC2=NC=CC(=C2)OC)(C)C2=CC=CC=C2 2-(5-amino-2-(furan-2-yl)-7H-pyrazolo[4,3-e][1,2,4]triazolo[1,5-c]pyrimidin-7-yl)-N-((4-methoxypyridin-2-yl)methyl)-2-phenylpropanamide